1-{1,4-Dioxospiro[4.5]dec-8-yl}-3-(3-methanesulfonylpropoxy)-1H-pyrazole-4-carboxylic acid ethyl ester C(C)OC(=O)C=1C(=NN(C1)C1CCC2(C(CCC2=O)=O)CC1)OCCCS(=O)(=O)C